1-(4-bromophenyl)-2,3,5-triphenyl-2,5-dihydro-1H-pyrrole-2-carboxylic acid methyl ester COC(=O)C1(N(C(C=C1C1=CC=CC=C1)C1=CC=CC=C1)C1=CC=C(C=C1)Br)C1=CC=CC=C1